2-bromo-4-(1-(4-(trifluoromethoxy)phenyl)-1H-1,2,4-triazol-3-yl)aniline BrC1=C(N)C=CC(=C1)C1=NN(C=N1)C1=CC=C(C=C1)OC(F)(F)F